2-cyclopentyl-2-benzenesulfonylacetic acid C1(CCCC1)C(C(=O)O)S(=O)(=O)C1=CC=CC=C1